C1=CC=CC=2C3=CC=CC=C3C(C12)COC(=O)N[C@H](C(=O)O)CC1=CN(C2=C(C=CC=C12)Cl)CC (S)-2-[[(9H-fluoren-9-ylmethoxy)carbonyl]amino]-3-(7-chloro-1-ethyl-1H-indol-3-yl)propanoic acid